4-fluoro-3-Trifluoromethanesulfonylbenzenesulfonamide FC1=C(C=C(C=C1)S(=O)(=O)N)S(=O)(=O)C(F)(F)F